5-{7-[(3,3-dimethylbutyl)amino]-1-fluoro-3-hydroxynaphthalen-2-yl}-1λ6,2,5-thiadiazolidine-1,1,3-trione CC(CCNC1=CC=C2C=C(C(=C(C2=C1)F)N1CC(NS1(=O)=O)=O)O)(C)C